C1(CCC2CCC(C12)=O)=O tetrahydropentalene-1,6(2H,6aH)-dione